tert-Butyl 4-methyl-2-[[3-[[7-(5-methyl-1,2,4-oxadiazol-3-yl)-1-isoquinolyl]amino]-azetidine-1-carbonyl]amino]thiazole-5-carboxylate CC=1N=C(SC1C(=O)OC(C)(C)C)NC(=O)N1CC(C1)NC1=NC=CC2=CC=C(C=C12)C1=NOC(=N1)C